7-(4-(pyridin-4-yl)piperidin-1-yl)quinolin-2-amine N1=CC=C(C=C1)C1CCN(CC1)C1=CC=C2C=CC(=NC2=C1)N